tert-butyl 4-[4-(2,6-dioxo-3-piperidyl)-7-fluoro-2,3-dihydro-1,4-benzoxazin-8-yl]piperidine-1-carboxylate O=C1NC(CCC1N1CCOC2=C1C=CC(=C2C2CCN(CC2)C(=O)OC(C)(C)C)F)=O